ClC1=CC(=C(OC=2C(=C(C=NC2)CC2=C(C(=NC=C2)N)F)C)C=C1)F 4-[[5-(4-chloro-2-fluoro-phenoxy)-4-methyl-3-pyridinyl]methyl]-3-fluoro-pyridin-2-amine